2-[6-amino-5-[8-[2-[3-(3,3-difluoroazetidin-1-yl)prop-1-ynyl]-4-pyridinyl]-3,8-diazabicyclo[3.2.1]oct-3-yl]pyridazin-3-yl]phenol NC1=C(C=C(N=N1)C1=C(C=CC=C1)O)N1CC2CCC(C1)N2C2=CC(=NC=C2)C#CCN2CC(C2)(F)F